C(=O)(OC(C)(C)C)N1CC(C(CC1)=O)C=O 1-BOC-3-FORMYL-4-OXO-PIPERIDINE